[Cu+2].C(C=C)(=O)[O-].C(C=C)(=O)[O-] acrylic acid copper salt